COC=1C=CC2=C(SCCN2CC(=O)O)C1 2-(7-methoxy-2,3-dihydro-4H-benzo[b][1,4]thiazin-4-yl)acetic acid